C(C)(C)(C)OC(=O)N1CCN(CC1)CC(=O)NC=1C(=C(C(=O)O)C=CC1)F (2-(4-(tert-Butoxycarbonyl)piperazin-1-yl)acetamido)-2-fluorobenzoic acid